3-[ETHYL(PROPAN-2-YL)AMINO]PROPANAL C(C)N(CCC=O)C(C)C